methyl 6-formyl-1,4-dioxa-8-azaspiro[4.5]decane-8-carboxylate C(=O)C1C2(OCCO2)CCN(C1)C(=O)OC